4-[(2-amino-3,4-dihydro-4-oxo-6-pteridinyl)methyl-(2,2,2-trifluoroacetyl)amino]Benzoic acid NC1=NC2=NC=C(N=C2C(N1)=O)CN(C1=CC=C(C(=O)O)C=C1)C(C(F)(F)F)=O